6-(1-(5-(cyclopropylbuta-1,3-diyn-1-yl)-1H-indazol-1-yl)-3-((2-fluoroethyl)amino)propan-2-yl)-5-hydroxypyrimidin-4(3H)-one C1(CC1)C#CC#CC=1C=C2C=NN(C2=CC1)CC(CNCCF)C1=C(C(NC=N1)=O)O